C(C1=CC=CC=C1)OC(=O)NC1(CC(C1)OCC)C(=O)OC methyl trans-1-{[(benzyloxy) carbonyl] amino}-3-ethoxycyclobutane-1-carboxylate